5-(bis(methylthio)methylene)-2,2-dimethyl-1,3-dioxane-4,6-dione CSC(=C1C(OC(OC1=O)(C)C)=O)SC